N,N-Di(tetradecyl)tolylammonium C(CCCCCCCCCCCCC)[NH+](CCCCCCCCCCCCCC)C1=C(C=CC=C1)C